C(C)(=O)N[C@@H](C(=O)NCC1=CC=CC=C1)COC (R)-2-(acetylamino)-N-benzyl-3-methoxypropionamide